N-({2-[({bicyclo[3.1.0]hex-6-yl}amino)methyl]-1H-indol-6-yl}methyl)-4-oxo-4H-pyrido[1,2-a]pyrimidine-2-carboxamide C12CCCC2C1NCC=1NC2=CC(=CC=C2C1)CNC(=O)C=1N=C2N(C(C1)=O)C=CC=C2